COC1=CC=C(C=2N=C(SC21)NC(=O)C2CC(C2)NC2=NC=CC1=CC=C(C=C21)C2=NOC(=N2)C)C (1s,3s)-N-(7-methoxy-4-methylbenzo[d]thiazol-2-yl)-3-((7-(5-methyl-1,2,4-oxadiazol-3-yl)isoquinolin-1-yl)amino)cyclobutane-1-carboxamide